[C@@H]1([C@H](O)[C@H](O)[C@@H](O)[C@@H](O1)C)O[C@H]([C@H]([C@H](C=O)O)O)[C@@H](O)C 4-O-α-L-Rhamnopyranosyl-L-rhamnose